C[C@@H](C#C)OC=1N=CC(=NC1)/C(=C/C=1C=CC(=C(C1)[C@@]12N=C(SC[C@@H]1CN(C2)C2=NC=C(C=N2)F)N)F)/F (4aR,7aS)-7a-(5-((Z)-2-(5-((S)-but-3-yn-2-yloxy)pyrazin-2-yl)-2-fluorovinyl)-2-fluorophenyl)-6-(5-fluoropyrimidin-2-yl)-4,4a,5,6,7,7a-hexahydropyrrolo[3,4-d][1,3]thiazin-2-amine